COC1=C(C=C(C=C1)OC1CCC(CC1)C(F)(F)F)NC(=O)C1N(C(CC1)=O)C N-(2-Methoxy-5-((4-(trifluoromethyl)cyclohexyl)oxy)phenyl)-1-methyl-5-oxo-pyrrolidine-2-carboxamide